(2S,3R)-5,7-bis(benzyloxy)-2-(3,4,5-tris(benzyloxy)phenyl)chroman-3-yl 3,4-bis(benzyloxy)benzoate C(C1=CC=CC=C1)OC=1C=C(C(=O)O[C@H]2[C@@H](OC3=CC(=CC(=C3C2)OCC2=CC=CC=C2)OCC2=CC=CC=C2)C2=CC(=C(C(=C2)OCC2=CC=CC=C2)OCC2=CC=CC=C2)OCC2=CC=CC=C2)C=CC1OCC1=CC=CC=C1